tetrazacyclononane N1NNNCCCCC1